2-(4-((5-Cyclopropyl-3-(3,5-dichloropyridin-4-yl)isoxazol-4-yl)methoxy)bicyclo[2.2.2]octan-1-yl)-8-(2-hydroxy-2-methylpropoxy)chinolin C1(CC1)C1=C(C(=NO1)C1=C(C=NC=C1Cl)Cl)COC12CCC(CC1)(CC2)C2=NC1=C(C=CC=C1C=C2)OCC(C)(C)O